ClC=1C=C(C(=C2C=C(N(C12)CCNC1=CC(=NC=N1)C1=CC(=CS1)OCC)C)OC)F 5-{6-[2-(7-Chloro-5-fluoro-4-methoxy-2-methyl-indol-1-yl)-ethylamino]-pyrimidin-4-yl}-3-ethoxy-thiophen